NC1CCC(CC1)N(C1=NC(=C(C(=N1)C(=O)N)C1=C(C(=CC=C1)Cl)Cl)C)C 2-[(4-amino-cyclohexyl)-methyl-amino]-5-(2,3-dichloro-phenyl)-6-methyl-pyrimidine-4-carboxylic acid amide